ethyl-4-(dimethylamino)-2-oxo-3-phenylbut-3-enoate C(C)OC(C(C(=CN(C)C)C1=CC=CC=C1)=O)=O